Cl.ClC1=NC2=CC=CC=C2N=C1N1CC2CCC(C1)N2 2-chloro-3-(3,8-diazabicyclo[3.2.1]octan-3-yl)quinoxaline hydrochloride